O[C@@H]1CN(CC[C@@]12NCC1=CC=CC=C1C2)C(=O)C=2N=C1N(C=C(C=C1[C@@H](C)OC)N1CC3(C1)OCCC3)C2 [(3R,3'R)-3'-hydroxy-1,4-dihydro-1'H,2H-spiro[isoquinoline-3,4'-piperidin]-1'-yl]{8-[(1R)-1-methoxyethyl]-6-(5-oxa-2-azaspiro[3.4]oct-2-yl)imidazo[1,2-a]pyridin-2-yl}methanone